C/C(=N/N=C(N(C)C)[Se])/C1=CC=CC=N1 2-acetylpyridine 4,4-dimethyl-3-selenosemicarbazone